C(C)(C)(C)OC(N[C@@]12CN([C@@H](CC1)C2)CC2=CC=CC=C2)=O ((1S,4S)-2-benzyl-2-azabicyclo[2.2.1]heptan-4-yl)carbamic acid tert-butyl ester